2-methyl-5-(5-bromopyridin-2-yl)tetrazole CN1N=C(N=N1)C1=NC=C(C=C1)Br